tert-butyl-(2'S,4R)-2-bromo-2'-methyl-spiro[6,7-dihydrothieno[3,2-c]pyran-4,4'-piperidine] C(C)(C)(C)N1[C@H](C[C@@]2(CC1)OCCC1=C2C=C(S1)Br)C